FC(C(O)C=1N(C=C(N1)CC1=CC(=NC=C1)OC)COCC[Si](C)(C)C)(F)F 2,2,2-Trifluoro-1-(4-((2-methoxypyridin-4-yl)methyl)-1-((2-(trimethylsilyl)ethoxy)methyl)imidazol-2-yl)ethanol